7-oxa-5-azaspiro[3.4]octan-6-on C1CCC12NC(OC2)=O